[Cl-].C(CC)[N+](CC)(CC)CC propyltriethylammonium chloride